COC(CCNC(C(=O)O)=O)=O 2-((3-methoxy-3-oxopropyl)amino)-2-oxoacetic acid